CC1(COC(OC1)C=1C=C(COCC(=O)O)C=CC1)C 2-((3-(5,5-dimethyl-1,3-dioxan-2-yl)benzyl)oxy)acetic acid